1-propyl-3-methyl-pyridinium C(CC)[N+]1=CC(=CC=C1)C